C(CCC)C1=CC=C(C=C1)C=1N=NN(C1)[C@@H](C(=O)O)CC1=CC(=CC=C1)C1=CC=CC=2OC(OC21)(F)F (R)-2-(4-(4-butylphenyl)-1H-1,2,3-triazol-1-yl)-3-(3-(2,2-difluorobenzo[d][1,3]dioxolan-4-yl)phenyl)propanoic acid